(2-(2,6-dioxopiperidin-3-yl)-6-fluoropyridin-3-yl)methyl methanesulfonate CS(=O)(=O)OCC=1C(=NC(=CC1)F)C1C(NC(CC1)=O)=O